1-[(1-ethyl-1H-pyrazol-4-yl)methyl]-3-{2-fluoro-3-(2-fluoropropan-2-yl)-5-[methyl(oxan-4-yl)amino]phenyl}-1,3-dihydro-2H-imidazol-2-one C(C)N1N=CC(=C1)CN1C(N(C=C1)C1=C(C(=CC(=C1)N(C1CCOCC1)C)C(C)(C)F)F)=O